C(C)N1C2=CC(=CC=C2C=2C=C(C=CC12)C=O)C=1SC=C(C1)C 9-ethyl-7-(4-methylthiophen-2-yl)-9H-carbazole-3-carbaldehyde